1-hydroxy-3-isobutyl-guanidine ONC(=N)NCC(C)C